(2,5-dioxopyrrolidin-1-yl)(phenyl)-acetamide O=C1N(C(CC1)=O)C(C(=O)N)C1=CC=CC=C1